((4aR,6R,7R,8R,8aR)-8-(4-(3-fluorophenyl)-1H-1,2,3-triazol-1-yl)-7-methoxy-2-phenylhexahydropyrano[3,2-d][1,3]dioxin-6-yl)(4-(4-hydroxyphenyl)piperazin-1-yl)methanone FC=1C=C(C=CC1)C=1N=NN(C1)[C@@H]1[C@H]([C@@H](O[C@H]2[C@@H]1OC(OC2)C2=CC=CC=C2)C(=O)N2CCN(CC2)C2=CC=C(C=C2)O)OC